2-methacrylamidoethyl 4-((4-amino-2-(isoxazol-4-yl)-1H-imidazo[4,5-c]quinolin-1-yl)methyl)benzylcarbamate NC1=NC=2C=CC=CC2C2=C1N=C(N2CC2=CC=C(CNC(OCCNC(C(=C)C)=O)=O)C=C2)C=2C=NOC2